N1C=CC=2C1=NC=C(C2)C=2C=CC=1N(C2)C=C(N1)NC(=O)C1C(C1)F N-(6-(1H-pyrrolo[2,3-b]pyridin-5-yl)imidazo[1,2-a]pyridin-2-yl)-2-fluorocyclopropane-1-carboxamide